ethyl (E)-3-(8-fluoroisoquinolin-6-yl)acrylate FC=1C=C(C=C2C=CN=CC12)/C=C/C(=O)OCC